(2,6-dichloropyridin-4-yl)methyl-L-cysteinate hydrochloride Cl.ClC1=NC(=CC(=C1)CN[C@@H](CS)C(=O)O)Cl